N1(CCCC1)C1CCN(CC1)C1=CC=C(C=C1)B1OC(C(O1)(C)C)(C)C 4-pyrrolidin-1-yl-1-[4-(4,4,5,5-tetramethyl-1,3,2-dioxaborolan-2-yl)phenyl]piperidine